C(C=C)(=O)OCC(CCCCCC)CCCC 2-butyl-1-octyl acrylate